C(C)(C)(C)OC(=O)N1C[C@H]([C@@H](C1)OC)N (3R,4R)-3-amino-4-methoxypyrrolidine-1-carboxylic acid tert-butyl ester